dioctyl sulfosuccinate magnesium salt [Mg+2].S(=O)(=O)([O-])C(C(=O)OCCCCCCCC)CC(=O)OCCCCCCCC.C(CCCCCCC)OC(C(CC(=O)OCCCCCCCC)S(=O)(=O)[O-])=O